N1=C(N=C(C=C1)N)[2H] Pyrimidine-2-d-4-amine